N-(4-chlorophenyl)-2,3,4,5-tetrahydro-1H-pyrido[4,3-B]indole-8-amine hydrochloride Cl.ClC1=CC=C(C=C1)NC1=CC=2C3=C(NC2C=C1)CCNC3